(3R)- and (3S)-3-Cyclopentyl-3-[4-(7H-pyrrolo[2,3-d]pyrimidin-4-yl)-1H-pyrazol-1-yl]propanenitrile C1(CCCC1)[C@@H](CC#N)N1N=CC(=C1)C=1C2=C(N=CN1)NC=C2 |r|